ClC1=CC(=C(C=C1)C1=CNC=C1N(CC1=CC=CC=C1)CC1=CC=CC=C1)F 3-(4-chloro-2-fluorophenyl)-4-(dibenzylamino)pyrrole